C1(CC1)C(=O)NC1=NC=CC(=C1)OC1=C(C=C(C=C1)NC(=O)C1=NN(C(N1C)=O)C1=C(C=CC=C1)Br)F (4-{[2-(cyclopropanecarboxamido)pyridin-4-yl]oxy}-3-fluorophenyl)-1-(2-bromophenyl)-4-methyl-5-oxo-4,5-dihydro-1H-1,2,4-triazole-3-carboxamide